N-(7-chloro-6-(4-(3-fluoropyrrolidin-1-yl)cyclohexyl)isoquinolin-3-yl)-2,2-dimethyltetrahydro-2H-pyran-4-carboxamide ClC1=C(C=C2C=C(N=CC2=C1)NC(=O)C1CC(OCC1)(C)C)C1CCC(CC1)N1CC(CC1)F